1-(benzyloxy)dodecane-5-ol methyl-(S)-5-bromo-4-(3-((tert-butoxycarbonyl)amino)-3-methylpyrrolidin-1-yl)-6-methoxynicotinate CC1=C(C(=O)OC(CCCCOCC2=CC=CC=C2)CCCCCCC)C(=C(C(=N1)OC)Br)N1C[C@@](CC1)(C)NC(=O)OC(C)(C)C